4-Isobutyl-5-methyl-2-(piperazin-1-yl)benzonitrile hydrochloride tert-Butyl-4-(2-cyano-5-isobutyl-4-methylphenyl)piperazine-1-carboxylate C(C)(C)(C)OC(=O)N1CCN(CC1)C1=C(C=C(C(=C1)CC(C)C)C)C#N.Cl.C(C(C)C)C1=CC(=C(C#N)C=C1C)N1CCNCC1